OC=1C=CC2=C(CN(C[C@H](O2)C(F)(F)F)CC2=CC=CC=3C=CSC32)N1 7-{[(2S)-7-hydroxy-2-(trifluoromethyl)-2,3-dihydropyrido[2,3-f][1,4]oxazepin-4(5H)-yl]methyl}-1-benzothiophene